OC[C@]1(O)[C@@H](O)[C@H](O)[C@@H](O)CO1 α-L-sorbose